2,2-diethyl-6-(5-(1-isopropyl-1H-benzo[d][1,2,3]triazol-5-yl)-1,2,4-thiadiazol-3-yl)chroman-4-one C(C)C1(OC2=CC=C(C=C2C(C1)=O)C1=NSC(=N1)C1=CC2=C(N(N=N2)C(C)C)C=C1)CC